ClC1=C(C=CC=C1)CC(=O)NC1=CC(=NC=C1)CC(=O)NC1=CC=CC=C1 {4-[2-(2-chlorophenyl)acetylamino]pyridin-2-yl}-N-phenylacetamide